1-(3-(4-Methoxyphenyl)-1,2,4-oxadiazol-5-yl)-N-(1-methylpiperidin-4-yl)piperidine-4-carboxamide COC1=CC=C(C=C1)C1=NOC(=N1)N1CCC(CC1)C(=O)NC1CCN(CC1)C